C1(=C(C=CC=C1)C=1OCC(N1)C)C=1OCC(N1)C 2,2'-o-phenylenebis(4-methyl-2-oxazoline)